(3S)-3-amino-5,5,7-trifluoro-8-[5-(1-methyl-1-methylsulfonyl-ethyl)-1,3,4-oxadiazol-2-yl]-1-[[4-[5-(trifluoromethyl)-1,2,4-oxadiazol-3-yl]phenyl]methyl]-3,4-dihydro-1-benzazepin-2-one N[C@@H]1C(N(C2=C(C(C1)(F)F)C=C(C(=C2)C=2OC(=NN2)C(C)(S(=O)(=O)C)C)F)CC2=CC=C(C=C2)C2=NOC(=N2)C(F)(F)F)=O